C(C1=CC=CC=C1)N1C(OC(C1)C1=C(N=NN1C)C1=CC=C(C=C1)OCOC)=O 3-benzyl-5-(4-(4-(methoxymethoxy)phenyl)-1-methyl-1H-1,2,3-triazol-5-yl)oxazolidin-2-one